SC1=NN=NN1CCO 5-mercapto-1-(2-hydroxyethyl)tetrazole